C(#N)C1=C(C=C(C=C1)N1ON(C(O1)(C)C)CC(=O)NC1=C2C=CC=NC2=CC=C1)C(F)(F)F 2-(3-(4-cyano-3-(trifluoromethyl)phenyl)-5,5-dimethyl-2,4-dioxaimidazolin-1-yl)-N-(quinolin-5-yl)acetamide